tert-butyl 8-[(3S)-3-(6-methyl-3-pyridyl)isoxazolidine-2-carbonyl]-5-azaspiro[2.5]octane-5-carboxylate CC1=CC=C(C=N1)[C@H]1N(OCC1)C(=O)C1CCN(CC12CC2)C(=O)OC(C)(C)C